NC=1C=C(C=C2C=C(NC12)C1=CC=CC=C1)CN1CCS(CC1)(=O)=O 4-((7-Amino-2-phenyl-1H-indol-5-yl)methyl)thiomorpholine 1,1-dioxide